CN1CCN(CC1)C1=NC(=NC(=N1)N1N=CC=C1)N1CCC2=CC=CC=C12 1-(4-(4-methylpiperazin-1-yl)-6-(1H-pyrazol-1-yl)-1,3,5-triazin-2-yl)indoline